(S)-4-(3-oxomorpholin-4-yl)-3-(4-fluorophenyl)-N-((R)-1-(2-(trifluoromethyl)pyrimidin-5-yl)ethyl)-4,5-dihydro-1H-pyrazole-1-carboxamide O=C1N(CCOC1)[C@@H]1C(=NN(C1)C(=O)N[C@H](C)C=1C=NC(=NC1)C(F)(F)F)C1=CC=C(C=C1)F